C(#N)C=1C(=C(C(=NC1)C)NC(/C(=C/C1=CC=C2C=NNC2=C1F)/F)=O)C (Z)-N-(5-cyano-2,4-dimethylpyridin-3-yl)-2-fluoro-3-(7-fluoro-1H-indazol-6-yl)acrylamide